BrC1=NC(=CC=C1)C1=NN=CN1C1=CC=NN1C(C)C 2-bromo-6-(4-(1-isopropyl-1H-pyrazol-5-yl)-4H-1,2,4-triazol-3-yl)pyridine